C(C)OC(C1=C(C(=CC(=C1)[N+](=O)[O-])Cl)C=1C=NN(C1)C1CCC1)=O 3-chloro-2-(1-cyclobutyl-1H-pyrazol-4-yl)-5-nitrobenzoic acid ethyl ester